4-[6-[1-(2,2-difluoroethylamino)cyclobutyl]pyrazolo[1,5-a]pyridin-3-yl]-2-(difluoromethoxy)-N-[(1R,2S)-2-fluorocyclopropyl]-6-methoxy-benzamide FC(CNC1(CCC1)C=1C=CC=2N(C1)N=CC2C2=CC(=C(C(=O)N[C@H]1[C@H](C1)F)C(=C2)OC)OC(F)F)F